C(C=C)(=O)N1C[C@@H]2COC3=C(C(N2CC1)=O)C(=NC(=C3Cl)C3=C(C=CC=C3O)F)N3CCC(CC3)N(C)C (6aR)-8-propenoyl-4-chloro-1-(4-(dimethylamino)piperidin-1-yl)-3-(2-fluoro-6-hydroxyphenyl)-6,6a,7,8,9,10-hexahydro-12H-pyrazino[2,1-c]pyrido[3,4-f][1,4]oxazepin-12-one